2-amino-4-phenyl-6-(p-tolyl)nicotinonitrile NC1=C(C#N)C(=CC(=N1)C1=CC=C(C=C1)C)C1=CC=CC=C1